CN1CCC(CC1)C(=O)OCCOCCOCCOCCOCCN(CCCCCCCC)C(C(COCCCCCCCC(OC\C=C/CCCCCC)=O)OCCCCCCCC(=O)OC\C=C/CCCCCC)=O [2-[2-[2-[2-[2,3-bis[8-[(Z)-non-2-enoxy]-8-oxo-octoxy]propanoyl-octylamino]ethoxy]ethoxy]ethoxy]ethoxy]ethyl 1-methylpiperidine-4-carboxylate